(1R,5S,6S,7S)-7-((2-(5-fluoro-1H-pyrrolo[2,3-b]pyridin-3-yl)-7-(methylcarbamoyl)pyrrolo[2,1-f][1,2,4]triazin-4-yl)amino)tricyclo[3.2.2.02,4]nonane-6-carboxylic acid FC=1C=C2C(=NC1)NC=C2C2=NN1C(C(=N2)N[C@@H]2[C@H]([C@@H]3C4CC4[C@H]2CC3)C(=O)O)=CC=C1C(NC)=O